C1(CCCCC1)N([C@@H](C(=O)N1[C@@H](CN(CC1)C(=O)OC1=C(C=CC=C1)Cl)C(NCC=1SC=CC1)=O)C1CCN(CC1)C)C 2-chlorophenyl (3S)-4-[(2R)-2-[cyclohexyl(methyl)amino]-2-(1-methylpiperidin-4-yl)acetyl]-3-[(thiophen-2-ylmethyl)carbamoyl]piperazine-1-carboxylate